CC1NCC(C(C1)C(=O)[O-])C 2,5-dimethylpiperidine-4-carboxylate